N-[2-(1,3-benzodioxol-5-yl)ethyl]-2-[1-[(2,3-difluorophenyl)methyl]-5-oxopyrrolidin-2-yl]acetamide O1COC2=C1C=CC(=C2)CCNC(CC2N(C(CC2)=O)CC2=C(C(=CC=C2)F)F)=O